Cl.N1(CCCCC1)C1CCN(CC1)C(=O)OC1=CC2=CC=C(C(=C2C=C1)C#C)F 5-ethynyl-6-fluoronaphthalen-2-yl [1,4'-bipiperidine]-1'-carboxylate hydrochloride